N-{[5-chloro-6-(5-methoxy-2-pyrazinyl)-2-indolyl]methyl}-2-azetidinecarboxamide ClC=1C=C2C=C(NC2=CC1C1=NC=C(N=C1)OC)CNC(=O)C1NCC1